5-[[1-[2-oxo-2-[(2S)-2-cyanopyrrolidin-1-yl]ethyl]-4-piperidyl]amino]-N-(2-pyridyl)quinoline-8-carboxamide O=C(CN1CCC(CC1)NC1=C2C=CC=NC2=C(C=C1)C(=O)NC1=NC=CC=C1)N1[C@@H](CCC1)C#N